[NH4+].OOP(=O)(OC)CC[C@H](N)C(=O)[O-] |r| 4-{hydroxy(methyl)phosphono}-DL-homoalanine ammonium salt